CN1N=C(N=C1)CNCC N-((1-methyl-1H-1,2,4-triazol-3-yl)methyl)ethanamine